C(C)OC(CCSCCC(OCC)(OCC)OCC)(OCC)OCC bis(triethyloxypropyl) sulfide